C1(CC1)C1=C(C(=NO1)C1=C(C=CC=C1Cl)Cl)CO[C@H]1C[C@H](N(CC1)C1=CC=C(/C(/N)=N/O)C=C1)C (Z)-4-((2R,4R)-4-((5-cyclopropyl-3-(2,6-dichlorophenyl)isoxazol-4-yl)methoxy)-2-methylpiperidin-1-yl)-N'-hydroxybenzimidamide